ClC1=C(C=CC(=C1Cl)N1C=NC=C1)N1C=NC=C1 1,1'-(2,3-dichloro-1,4-phenylene)bis(1H-imidazole)